(1-(5-methoxy-2-(1-methyl-1H-pyrazol-4-yl)-4-nitrophenyl)piperidin-4-yl)(morpholino)methanone COC=1C(=CC(=C(C1)N1CCC(CC1)C(=O)N1CCOCC1)C=1C=NN(C1)C)[N+](=O)[O-]